FC1=C(C(=O)O[C@H]2[C@@H](OC3=CC(=CC(=C3C2)O)O)C2=CC(=C(C(=C2)O)O)O)C=C(C(=C1)O)O (2S,3R)-5,7-dihydroxy-2-(3,4,5-trihydroxyphenyl)chroman-3-yl 2-fluoro-4,5-dihydroxybenzoate